C1(CC1)C1=NC=C(C=N1)C=1C=C2C(=NC1)NC=C2C(=O)C=2C(=C(C=CC2)NS(=O)(=O)CC2=CC=CC=C2)F N-(3-(5-(2-cyclopropylpyrimidin-5-yl)-1H-pyrrolo[2,3-b]pyridine-3-carbonyl)-2-fluorophenyl)-1-phenylmethanesulfonamide